CC1=C2C[C@@H](C(=C[C@H]2[C@@H](CC1)C(C)C)C)O 7-hydroxy-(+)-delta-cadinene